FC1=C(C=CC=C1)CN1N=C(N=C1)C(=O)N[C@@H]1C(N(C=2N(CC1)N=C(C2)CCN2CCOCC2)C)=O 1-[(2-fluorophenyl)methyl]-N-[(6S)-4-methyl-2-(2-morpholinoethyl)-5-oxo-7,8-dihydro-6H-pyrazolo[1,5-a][1,3]diazepin-6-yl]-1,2,4-triazole-3-carboxamide